N-(3-(5-(2-chloropyrimidin-5-yl)-1H-pyrrolo[2,3-b]pyridine-3-carbonyl)-2,6-difluorophenyl)propane-1-sulfonamide ClC1=NC=C(C=N1)C=1C=C2C(=NC1)NC=C2C(=O)C=2C(=C(C(=CC2)F)NS(=O)(=O)CCC)F